FC1(CCC(C=2N(C1)N=C1C2CN(CC1)C(=O)OC(C)(C)C)(F)F)C(=O)OCC 2-tert-Butyl 8-ethyl 8,11,11-trifluoro-3,4,8,9,10,11-hexahydro-1H-pyrido[4',3':3,4]-pyrazolo[1,5-a]azepine-2,8(7H)-dicarboxylate